7,9-di-tert-butyl-3-(o-methylphenyl)-4-phenyl-1-oxa-2-azaspiro[4.5]deca-2,6,9-trien-8-one C(C)(C)(C)C1=CC2(C(C(=NO2)C2=C(C=CC=C2)C)C2=CC=CC=C2)C=C(C1=O)C(C)(C)C